C(C)(C)(C)OC(=O)N1CC2(C1)CC(C2)CC2=NOC(=N2)C(F)(F)F 6-[[5-(trifluoromethyl)-1,2,4-oxadiazol-3-yl]methyl]-2-azaspiro[3.3]heptane-2-carboxylic acid tert-butyl ester